CC(=CC[Sn](OCCCC)(OCCCC)OCCCC)C 3-methyl-2-buten-1-yltri(n-butoxy)tin